CN(C1=CC=C(CN2CC=3C(CC2)=C(N(N3)C3=NC=CC=C3)O)C=C1)C 6-(4-(dimethylamino)benzyl)-2-(pyridin-2-yl)-4,5,6,7-tetrahydro-2H-pyrazolo[3,4-c]pyridin-3-ol